FC=1C=C(C=CC1N1C(=NC=C1)C)[C@H](C)NC=1C=CC=2N(N1)N=NN2 (S)-N-(1-(3-fluoro-4-(2-methyl-1H-imidazol-1-yl)phenyl)ethyl)tetrazolo[1,5-b]pyridazin-6-amine